2-propenyloxy-3-cyano-4,6-dimethylpyridine C(=CC)OC1=NC(=CC(=C1C#N)C)C